(5-fluoro-2-((2S,4S)-2-(hydroxymethyl)-4-(isopropylamino)pyrrolidin-1-yl)phenyl)-2-(2-fluoro-6-methoxyphenyl)pyrimidine-4-carboxamide FC=1C=CC(=C(C1)C=1C(=NC(=NC1)C1=C(C=CC=C1OC)F)C(=O)N)N1[C@@H](C[C@@H](C1)NC(C)C)CO